BrC=1C(=C(C=C(C=O)C1)OC)O 5-Bromo-4-hydroxy-3-methoxybenzaldehyde